5-(hydroxymethyl)-1,3-oxazolidin-2-one OCC1CNC(O1)=O